(1-(5-(1-fluoro-3-(methylsulfonyl)propyl)pyridin-2-yl)-1H-pyrazol-4-yl)-3H-imidazo[4,5-b]pyridine FC(CCS(=O)(=O)C)C=1C=CC(=NC1)N1N=CC(=C1)C1=NC=2C(=NC=CC2)N1